BrC1=NN(C(=C1)[C@@H](C)O)C (R)-1-(3-bromo-1-methyl-1H-pyrazol-5-yl)ethanol